N-(6-fluoropyrazolo[1,5-a]pyrimidin-3-yl)-7-isopropoxy-2-((1R,4S)-1-methyl-2-oxabicyclo[2.2.1]hept-4-yl)imidazo[1,2-a]pyrimidine-6-carboxamide FC=1C=NC=2N(C1)N=CC2NC(=O)C=2C(=NC=1N(C2)C=C(N1)[C@]12CO[C@](CC1)(C2)C)OC(C)C